FC1(CN(C1)C/C=C/C(=O)O)F (E)-4-(3,3-Difluoroazetidin-1-yl)but-2-enoic acid